FC(C(=O)O)(F)F.C([2H])([2H])([2H])N(C\C=C/1\C(NCC1)=O)C([2H])([2H])[2H] (E)-3-(2-(bis(methyl-d3)amino)ethylidene)pyrrolidin-2-one 2,2,2-trifluoroacetate